C(CCC=O)=O Butandialdehyd